(6aR,9R)-9-(diethylcarbamoyl)-7-isobutyl-7-methyl-4,6,6a,7,8,9-hexahydroindolo[4,3-fg]quinolin-7-ium iodide [I-].C(C)N(C(=O)[C@H]1C[N+]([C@@H]2CC=3C4=C(C2=C1)C=CC=C4NC3)(C)CC(C)C)CC